NC(C(C)(C)N1NC(=CC=C1)COC=1C=CC2=C(C=C(O2)C)C1)=O N-(1-amino-2-methyl-1-oxopropan-2-yl)-2-methyl-5-(pyridazin-3-ylmethoxy)benzofuran